C(C)(=O)S.[K+] Potassium (1+) thioacetic S-acid